[N+](=O)([O-])C=1C=C2CN(C(C2=CC1)=O)C1C(NC(CC1)=O)=O 3-(5-nitro-1-oxo-3H-isoindol-2-yl)piperidine-2,6-dione